C(C1=CC=CC=C1)OC[C@@H](CO)O |r| (±)-3-benzyloxy-1,2-propanediol